N1=CC(=CC=C1)N1N=C2N=CNC(C2=C1)=O 2-(pyridin-3-yl)-2,5-dihydro-4H-pyrazolo[3,4-d]pyrimidin-4-one